N-(5-Cyclopropylnaphthalen-1-yl)-5-fluoropyridineamide C1(CC1)C1=C2C=CC=C(C2=CC=C1)NC(=O)C1=NC=C(C=C1)F